CS(=O)(=O)C1=CC=C(C=C1)C1=CC=2N(C=C1)C(=CN2)C2=CC=CC(=N2)NC2=CC(=C(C(=C2)OC)OC)OC 6-(7-(4-(methylsulfonyl)phenyl)imidazo[1,2-a]pyridin-3-yl)-N-(3,4,5-trimethoxyphenyl)pyridin-2-amine